Cl.Cl.C(CCCCCCCCCCCCC)(=O)OC[C@H](COP(=O)(O)OCC(COC(CCN)=O)OC(CCN)=O)OC(CCCCCCCCCCCCC)=O (2R)-3-(((2,3-bis((3-aminopropanoyl)oxy)propoxy)(hydroxy)phosphoryl)-oxy)propane-1,2-diyl ditetradecanoate dihydrochloride